The molecule is an indole alkaloid that is 1H-indole substituted by a (2R)-2-hydroxy-3-methylbutanoyl group at position 3. It has been isolated from the ethanol extract of the stems of Brucea mollis. It has a role as a plant metabolite. It is an indole alkaloid, a secondary alcohol, an aromatic ketone and a secondary alpha-hydroxy ketone. CC(C)[C@H](C(=O)C1=CNC2=CC=CC=C21)O